COC1=C(C=C(C=C1)NCCO)N 1-Methoxy-2-amino-4-(2'-hydroxy-ethylamino)benzene